BrCCCCCCOC(CCCCC(OCC1=CC=C(C=C1)CCCC)OCC1=CC=C(C=C1)CCCC)=O 6,6-bis((4-butylbenzyl)oxy)hexanoic acid 6-bromohexyl ester